(((7-((3-aminobenzyl)(tert-butoxycarbonyl)amino)-3-isopropylpyrazolo[1,5-a]pyrimidin-5-yl)amino)methyl)-3-hydroxypiperidine-1-carboxylic acid tert-butyl ester C(C)(C)(C)OC(=O)N1C(C(CCC1)O)CNC1=NC=2N(C(=C1)N(C(=O)OC(C)(C)C)CC1=CC(=CC=C1)N)N=CC2C(C)C